CN([C@H](C)C=1N=CN(C1C)C1=CC=C(C=C1)O)C (R)-4-(4-(1-(dimethylamino)ethyl)-5-methyl-1H-imidazol-1-yl)phenol